2,6-dimethylmethyl-4-cresol CC1=C(C(=CC(=C1O)C)C)C